N-(5-hydroxypyridin-2-yl)-7-methyloctanamide OC=1C=CC(=NC1)NC(CCCCCC(C)C)=O